ClC=1C(=CC2=C(C[C@@](O2)([C@H]2NCCC2)C2=CC=CC=C2)C1C1=C(C2=C(C=C1C(=O)N)C1=NNC=C1O2)F)F (S)-6-((S)-5-Chloro-6-fluoro-2-phenyl-2-((S)-pyrrolidin-2-yl)-2,3-dihydrobenzofuran-4-yl)-5-fluoro-2H-benzofuro[3,2-c]pyrazole-7-carboxamide